tert-Butyl 3-(4-(7H-pyrrolo[2,3-d]pyrimidin-4-yl)-1H-pyrazol-1-yl)-3-(cyanomethyl)-azetidine-1-carboxylate N1=CN=C(C2=C1NC=C2)C=2C=NN(C2)C2(CN(C2)C(=O)OC(C)(C)C)CC#N